4-oxopentanoyl-CoA O=C(CCC(=O)SCCNC(CCNC([C@@H](C(COP(OP(OC[C@@H]1[C@H]([C@H]([C@@H](O1)N1C=NC=2C(N)=NC=NC12)O)OP(=O)(O)O)(=O)O)(=O)O)(C)C)O)=O)=O)C